5-Bromo-2-tert-butyl-3-(trifluoromethyl)-2H-pyrazolo[3,4-b]pyridine BrC1=CC=2C(N=C1)=NN(C2C(F)(F)F)C(C)(C)C